4-[2-(4-aminophenyl)ethynyl]-N-[(1S)-2-(hydroxyamino)-1-(hydroxymethyl)-2-oxoethyl]benzamide NC1=CC=C(C=C1)C#CC1=CC=C(C(=O)N[C@H](C(=O)NO)CO)C=C1